C(C)(C)(C)OC(=O)C=1C=CC=NC1 Pyridine-5-Carboxylic acid tert-butyl ester